BrCC1CCC(CC1)CN1CCN(CC1)C(=O)C1=CC(=C(C=C1)NC1=NC=C(C(=N1)NC)Cl)OC (4-(((1r,4r)-4-(bromomethyl)cyclohexyl)methyl)piperazin-1-yl)(4-((5-chloro-4-(methylamino)pyrimidin-2-yl)amino)-3-methoxyphenyl)methanone